ClC1=CC=C(OC2=NC3=C(N=C(C(=C3C=C2)O)C(=O)OCC)Cl)C=C1 ethyl 2-(4-chlorophenoxy)-5-hydroxy-8-chloro-1,7-naphthyridine-6-carboxylate